2-[(E)-3,3-diethoxyprop-1-enyl]-6-methyl-pyrazine C(C)OC(/C=C/C1=NC(=CN=C1)C)OCC